ClC1=CC=C(C(=N1)CC)N 6-chloro-2-ethylpyridin-3-amine